N1(CCCCCC1)C=1N=C(C2=C(C=NNC2=O)N1)NC1=CC=C(C=C1)CCO 2-(azepan-1-yl)-4-((4-(2-hydroxyethyl)phenyl)amino)pyrimido[4,5-d]pyridazin-5(6H)-one